ClC=1C=CC(=NC1)CC1CCC2(CN(C2)C(=O)N2C[C@H](CC2)C(=O)N)CC1 (3S)-1-[7-[(5-chloro-2-pyridinyl)methyl]-2-azaspiro[3.5]nonane-2-carbonyl]pyrrolidine-3-carboxamide